7-(benzyloxy)-4-bromo-2-methyl-2H-indazole C(C1=CC=CC=C1)OC1=CC=C(C2=CN(N=C12)C)Br